C(C1=CC=CC=C1)N(C1CN(CC1)CCC(C(C(=O)[O-])(F)F)=O)CC1=CC=CC=C1 3-[3-(dibenzylamino) pyrrolidin-1-yl]Ethyl-2,2-difluoro-3-oxopropionate